((2-((2-chloro-2'-butyl-3'-(3-morpholinopropoxy)-[1,1'-biphenyl]-3-yl)methoxy)-4,6-dimethoxypyrimidin-5-yl)methyl)-L-proline ClC1=C(C=CC=C1COC1=NC(=C(C(=N1)OC)CN1[C@@H](CCC1)C(=O)O)OC)C1=C(C(=CC=C1)OCCCN1CCOCC1)CCCC